acetic acid, Tris-acetate salt C(C)(=O)O.C(C)(=O)O.C(C)(=O)O.C(C)(=O)O